CC1=CC=C(C=C1)C(=C)C1=NC=CC=C1 2-(1-(4-methylphenyl)vinyl)pyridine